O=S(=O)O ketosulfinic acid